4-{[(1R)-1-(2-fluorophenyl)ethyl]amino}-2-methylpyrido[3,4-d]pyrimidin FC1=C(C=CC=C1)[C@@H](C)NC=1C2=C(N=C(N1)C)C=NC=C2